ClC=1C=C2C[C@H](COC2=CC1)N (R)-6-chlorochroman-3-amine